NCC(=O)OC(CCCCCCCC(=O)OC(CN)=O)=O.[K] Potassium azeloyl diglycinate